C=C1C[C@H]2[C@H](C(N(C2)C(=O)OC(C)(C)C)C(=O)OC)C1 (3aS,6aR)-2-tert-butyl 1-methyl 5-methylenehexahydrocyclopenta[c]pyrrole-1,2(1H)-dicarboxylate